C(\C=C/C(=O)O)(=O)O.C(C=CC=CCCCC)O Mono2,4-nonadien-1-ol maleate